C(#C)C=1C=CC(=C(C1)NC=1C2=C(N=CN1)C=CC(=N2)N2CN(CC2)C(=O)OC(C)(C)C)F tert-Butyl 3-(4-((5-ethynyl-2-fluorophenyl)amino)pyrido[3,2-d]pyrimidin-6-yl)imidazolidine-1-carboxylate